3-(5-(5,6-diaminopyridin-2-yl)-1-oxoisoindolin-2-yl)piperidine-2,6-dione NC=1C=CC(=NC1N)C=1C=C2CN(C(C2=CC1)=O)C1C(NC(CC1)=O)=O